C(C)(C)(C)NC(NC(C)(C)C)[SiH3] bis(tert-butylamino)methylsilane